1-methyl-2-oxo-4-[4-(phenylsulfanyl)piperidin-1-yl]-1,2-dihydroquinoline-3,6-dicarbonitrile CN1C(C(=C(C2=CC(=CC=C12)C#N)N1CCC(CC1)SC1=CC=CC=C1)C#N)=O